5-{6-[2-(2,7-Dimethyl-benzo[b]thiophen-3-yl)-ethylamino]-pyrimidin-4-yl}-3-ethoxy-thiophen CC1=C(C2=C(S1)C(=CC=C2)C)CCNC2=CC(=NC=N2)C2=CC(=CS2)OCC